C/C(=C\\CC/C(=C/C(=O)OC)/C)/CC[C@@H]1C(O1)(C)C The molecule is a member of the juvenile hormone family of compounds that is the methyl ester of (2E,6E)-9-[(2R)-3,3-dimethyloxiran-2-yl]-3,7-dimethylnona-2,6-dienoic acid. Juvenile hormone III is found in most insect species. It is an epoxide, an enoate ester, a fatty acid methyl ester and a juvenile hormone.